C(C)C1=CC=2C(C3=CC=CC=C3C(C2C=C1)=O)=O 2-Ethyl-9,10-anthraquinone